ClC1=CC(=C(C=C1)C=1C2=C(N=C(N1)N1CC(OCC1)C(=O)N(C)C)C(N(C(=N2)C)C)=O)F 4-(4-(4-chloro-2-fluorophenyl)-6,7-dimethyl-8-oxo-7,8-dihydropyrimido[5,4-d]pyrimidin-2-yl)-N,N-dimethylmorpholine-2-carboxamide